C(C)(=O)C1=CC=CC=C1 4'-acetophenone